3-Amino-1-(4-carbamoylbenzyl)-N2-(cyclohexylmethyl)-1H-indole-2,6-dicarboxamide NC1=C(N(C2=CC(=CC=C12)C(=O)N)CC1=CC=C(C=C1)C(N)=O)C(=O)NCC1CCCCC1